BrC=1C=C2C(NC1)=NC=C2 5-Bromo-7H-pyrrolo[2,3-b]pyridine